C(#N)C1=C(OCC=2N=NN(C2)[C@H](C(=O)N2[C@@H](C[C@H](C2)O)C(=O)NC)C(C)(C)C)C=CC=C1 (2S,4r)-1-[(2S)-2-[4-[(2-cyanophenoxy)methyl]triazol-1-yl]-3,3-dimethyl-butyryl]-4-hydroxy-N-methyl-pyrrolidine-2-carboxamide